NC[C@@H](C(=O)O)CC(C)C (S)-2-(aminomethyl)-4-methylpentanoic acid